CS(=O)(=O)[O-].C(CCCCC)[N+]1=C(C=CC=C1)CCCC 1-Hexyl-2-butylpyridinium methansulfonat